BrC=1C=NC(=NC1)[C@@H]1[C@H](C1)C=1C=2N(N=C(C1)C=1C(NC(NC1)=O)=O)C=CN2 5-[8-[(1S,2S)-2-(5-bromopyrimidin-2-yl)cyclopropyl]imidazo[1,2-b]pyridazin-6-yl]-1H-pyrimidine-2,4-dione